CN1N=NN=C1N1[C@H]([C@H](CC1)NS(=O)(=O)C)CO[C@@H]1CC[C@@H](CC1)C1=CC=CC=C1 N-((2R,3S)-1-(1-methyl-1H-tetrazol-5-yl)-2-((((CIS)-4-phenylcyclohexyl)oxy)methyl)pyrrolidin-3-yl)methanesulfonamide